BrC1=CC2=C(C(=N1)NC=1C=CC(=C(C(=O)NC3CCC3)C1)C)N(C=N2)C(C)C 5-((6-bromo-3-isopropyl-3H-imidazo[4,5-c]pyridin-4-yl)amino)-N-cyclobutyl-2-methylbenzamide